tert-butyl (1-(3-bromo-2-((6-((tert-butoxycarbonyl)amino)-9H-purin-9-yl)methyl)-5-chlorophenyl)-3-(hydroxymethyl)pyrrolidin-3-yl)carbamate BrC=1C(=C(C=C(C1)Cl)N1CC(CC1)(CO)NC(OC(C)(C)C)=O)CN1C2=NC=NC(=C2N=C1)NC(=O)OC(C)(C)C